2-[2,4-dihydroxy-5-(propan-2-yl)benzoyl]-2,3-dihydro-1H-isoindole OC1=C(C(=O)N2CC3=CC=CC=C3C2)C=C(C(=C1)O)C(C)C